ClC1=C(C=CC=C1C1C(NC(CC1)=O)=O)C1=CC=C(C=C1)NC 3-(2-chloro-4'-(methylamino)-[1,1'-biphenyl]-3-yl)piperidine-2,6-dione